CC(C)C(CC)O 2-methyl-3-pentyl alcohol